[N].[N].CC1=NC=C(N=C1)C 2,5-dimethyl-pyrazine dinitrogen